5-(2-Chloro-4-(trifluoromethyl)phenoxy)-4-fluoro-2-methoxyaniline hydrochloride Cl.ClC1=C(OC=2C(=CC(=C(N)C2)OC)F)C=CC(=C1)C(F)(F)F